C(CC)(=S)OC(CCC)OC(CC)=S butanediol bis(thiopropionate)